OC1=CC=C(C=C1)C1(OC(C2=C1C=CC=C2)=O)C2=CC=C(C=C2)O 3,3-bis(4-hydroxyphenyl)-2-benzofuran-1-one